2-[1-(2,2,2-trifluoroethyl)piperidin-4-yl]ethanol FC(CN1CCC(CC1)CCO)(F)F